ClC=1C=C2C(OCCC=3C=C(N=CC3C=3C=CC(=C(NS(C(C1O)=C2)(=O)=O)C3)C(F)(F)F)F)=O 14-Chloro-5-fluoro-15-hydroxy-17,17-dioxo-20-(trifluoromethyl)-10-oxa-17λ6-thia-4,18-diazatetracyclo[17.3.1.112,16.02,7]tetracosa-1(23),2(7),3,5,12,14,16(24),19,21-nonaen-11-one